2-(4-(4-(aminomethyl)-8-chloro-1-oxo-1,2-dihydrophthalazin-6-yl)-1-methyl-1H-pyrazol-5-yl)-6-cyclopropoxybenzonitrile NCC1=NNC(C2=C(C=C(C=C12)C=1C=NN(C1C1=C(C#N)C(=CC=C1)OC1CC1)C)Cl)=O